2-(2,5-dimethoxybenzyl)butyric acid COC1=C(CC(C(=O)O)CC)C=C(C=C1)OC